FC(C=1C=CC(=NC1)C1=NNC2=CC=CC=C12)(F)F 3-[5-(trifluoromethyl)pyridin-2-yl]-1H-indazole